CN1C=NC2=CC=C(C(=C2C1=O)C)OC1=C(C(=NC=C1F)N(S(=O)(=O)CCCF)COCC[Si](C)(C)C)F N-(4-((3,5-dimethyl-4-oxo-3,4-dihydroquinazolin-6-yl)oxy)-3,5-difluoropyridin-2-yl)-3-fluoro-N-((2-(trimethylsilyl)ethoxy)methyl)propane-1-sulfonamide